BrC=1C=C(C(N(C1)C)=O)CC#N 2-(5-bromo-1-methyl-2-oxo-1,2-dihydropyridin-3-yl)acetonitrile